O[C@@H]1[C@@]2(C[C@@H]2[C@H]([C@@H]1O)N1C2=NC(=NC(=C2N=C1)NC)C#CC=1C=NN(C1)C)C(=O)NC (1S,2R,3S,4R,5S)-2,3-dihydroxy-N-methyl-4-(2-((1-methyl-1H-pyrazol-4-yl)ethynyl)-6-(methylamino)-9H-purin-9-yl)bicyclo[3.1.0]hexane-1-carboxamide